2-acridineamine C1=C(C=CC2=NC3=CC=CC=C3C=C12)N